Z-7,11-hexadecadienal C(CCCCC\C=C/CCC=CCCCC)=O